benzyl (2S,4S)-2-((difluoromethoxy)methyl)-4-(4-(trifluoromethoxy)phenoxy)pyrrolidine-1-carboxylate FC(OC[C@H]1N(C[C@H](C1)OC1=CC=C(C=C1)OC(F)(F)F)C(=O)OCC1=CC=CC=C1)F